3-(1H-Benzo[d]imidazol-2-yl)-3-(2-hydroxy-3-methoxyphenyl)-1-methylindolin-2-one N1C(=NC2=C1C=CC=C2)C2(C(N(C1=CC=CC=C21)C)=O)C2=C(C(=CC=C2)OC)O